((2R,3S,4R,5R)-5-(4-aminopyrrolo[2,1-f][1,2,4]triazin-7-yl)-5-cyano-3,4-dihydroxytetrahydrofuran-2-yl)methyl ((R)-2-((5-cyanopyrazin-2-yl)oxy)-3-(octadecyloxy)propyl) hydrogen phosphate P(=O)(OC[C@H]1O[C@@]([C@@H]([C@@H]1O)O)(C#N)C1=CC=C2C(=NC=NN21)N)(OC[C@@H](COCCCCCCCCCCCCCCCCCC)OC2=NC=C(N=C2)C#N)O